N-(4-fluoro-5-(((2S,4R)-4-(imidazo[1,2-b]pyridazin-6-yloxy)-2-methylpyrrolidin-1-yl)methyl)thiazol-2-yl)acetamide FC=1N=C(SC1CN1[C@H](C[C@H](C1)OC=1C=CC=2N(N1)C=CN2)C)NC(C)=O